FC1(CNC1)CNC 1-(3-Fluoroazetidin-3-yl)-N-methyl-methylamine